ClC=1C=C(C=NC1)NC(CC=1C(OC2=C(C(=C(C=C2C1C)OC)O)C=O)=O)=O N-(5-chloropyridin-3-yl)-2-(8-formyl-7-hydroxy-6-methoxy-4-methyl-2-oxo-2H-chromen-3-yl)acetamide